FC1=CC=C(CC2C(N(C3CC23)C2=CC(=NN2)C2=CN=NC=C2)=O)C=C1 Endo-4-(4-fluorobenzyl)-2-(3-(pyridazin-4-yl)-1H-pyrazol-5-yl)-2-azabicyclo[3.1.0]hexan-3-one